ClC=1C=C2N(C(C(N(C2=CC1)C1CCN(CC1)C1=NC=C(C=N1)CO)=O)=O)C 6-chloro-1-(1-(5-(hydroxymethyl)pyrimidin-2-yl)piperidin-4-yl)-4-methyl-1,4-dihydroquinoxaline-2,3-dione